ClC=1C=C2C(=NC(=NC2=C(C1C1=C(C(=CC(=N1)N)C)C(F)(F)F)F)OC[C@H]1N(CCC1)C)N1CC2CCC(C1)N2C 6-(6-chloro-8-fluoro-4-{8-methyl-3,8-diazabicyclo[3.2.1]octan-3-yl}-2-{[(2S)-1-methylpyrrolidin-2-yl]methoxy}quinazolin-7-yl)-4-methyl-5-(trifluoromethyl)pyridin-2-amine